[C].[Ca].[Ni].[Fe] iron nickel calcium carbon